C(C1=CC=C(NCC=2CNC=3N=C(N)NC(=O)C3N2)C=C1)(=O)O Dihydropteroic acid